OP(O)OP(O)O.C(C)(C)(C)C1=C(C(=CC(=C1)C)C(C)(C)C)CCCCCCCCCCCCCCCCCCC(O)C(CO)(CO)CO (2,6-di-t-butyl-4-methylphenyl)stearyl-pentaerythritol diphosphite